CC(C([2H])(C1=CC=CC=C1)C1=NC=CC2=CC=CC=C12)C (E)-1-(2-methyl-1-phenylpropyl-1-d)isoquinoline